8-amino-9-(2,6-dimethylphenyl)-5-methyl-9H-pyrrolo[2,3-c][1,2,4]triazolo[1,5-a]pyridine-7-carboxamide NC1=C(C2=C(C=3N(C(=C2)C)N=CN3)N1C1=C(C=CC=C1C)C)C(=O)N